C1(CCCC1)N1C(C(=CC2=C1N=C(N=C2)NC2CCN(CC2)S(=O)(=O)C)C2CC2)=O 8-cyclopentyl-6-cyclopropyl-2-((1-(methylsulfonyl)piperidin-4-yl)amino)pyrido[2,3-d]pyrimidin-7(8H)-one